COC(=O)C=1C2=C(N=CN1)N(C=C2Br)C.NC(C)(C)C2CC(N(C2)CC2=CC=C(C=C2)OC)=O 4-(2-Aminopropan-2-yl)-1-(4-methoxybenzyl)pyrrolidin-2-one methyl-5-bromo-7-methyl-7H-pyrrolo[2,3-d]pyrimidine-4-carboxylate